ClC=1C=C2C(=NC1OC)C(=C(N2)C2=NNC(=N2)C(F)(F)F)N2C=NC=C2 6-chloro-3-(1H-imidazol-1-yl)-5-methoxy-2-(5-(trifluoro-methyl)-1H-1,2,4-triazol-3-yl)-1H-pyrrolo[3,2-b]pyridine